O[Si](CCCCC)(O)O (3-(trihydroxysilyl)propyl)ethane